F[C@@H]1C[C@@H](OC1)C=1C(=NC(=CC1)N1C=NC2=C1C=C(C(=C2)NC=2N=NC(=CC2)C)OC)N2N=C(C=C2C)C#N 1-[3-[(2R,4R)-4-fluorotetrahydrofuran-2-yl]-6-[6-methoxy-5-[(6-methylpyridazin-3-yl)amino]benzimidazol-1-yl]-2-pyridyl]-5-methyl-pyrazole-3-carbonitrile